C(C1=CC=CC=C1)OC1=C(N)C(=CC(=C1)Cl)OC(F)(F)F 2-(Benzyloxy)-4-chloro-6-(trifluoromethoxy)aniline